OC1=C(C=CC(=C1)C(F)(F)F)C1=C2C(=C(N=N1)NC[C@@H]1CCC(N1)=O)C=NC=C2 (5S)-5-[[[1-[2-hydroxy-4-(trifluoromethyl)phenyl]pyrido[3,4-d]pyridazin-4-yl]amino]methyl]pyrrolidin-2-one